6-(4-(4-((7-ethyl-6-oxo-5,6-dihydro-1,5-naphthyridin-3-yl)methyl)piperazin-1-yl)piperidin-1-yl)pyridazine-3-carboxamide C(C)C=1C(NC=2C=C(C=NC2C1)CN1CCN(CC1)C1CCN(CC1)C1=CC=C(N=N1)C(=O)N)=O